(R)-6-chloro-3-((1-(3,6-dimethyl-4-oxo-2-(pyridin-2-yl)-3,4-dihydroquinazolin-8-yl)ethyl)amino)picolinic acid ClC1=CC=C(C(=N1)C(=O)O)N[C@H](C)C=1C=C(C=C2C(N(C(=NC12)C1=NC=CC=C1)C)=O)C